2-(4-fluorophenyl)-4,7-dimethoxy-1H-benzo[d]imidazole FC1=CC=C(C=C1)C1=NC2=C(N1)C(=CC=C2OC)OC